dipotassium 2,6-naphthalenedicarboxylate C1=C(C=CC2=CC(=CC=C12)C(=O)[O-])C(=O)[O-].[K+].[K+]